2-acetamido-N-(4-chloro-5-nitrothiazol-2-yl)benzamide C(C)(=O)NC1=C(C(=O)NC=2SC(=C(N2)Cl)[N+](=O)[O-])C=CC=C1